The molecule is a hexahydroxyflavone that is flavone substituted by hydroxy groups at positions 3, 3', 4', 5, 5' and 7. It has been isolated from the leaves of Myrica rubra and other plants. It has a role as a cyclooxygenase 1 inhibitor, an antineoplastic agent, an antioxidant, a plant metabolite, a food component and a hypoglycemic agent. It is a hexahydroxyflavone and a 7-hydroxyflavonol. It is a conjugate acid of a myricetin(1-). C1=C(C=C(C(=C1O)O)O)C2=C(C(=O)C3=C(C=C(C=C3O2)O)O)O